ClC1=C(C=CC=C1)NC(=O)C1=CN=C2N1C=C(C=C2)C2=C(C=CC=C2)O N-(2-chlorophenyl)-6-(2-hydroxyphenyl)imidazo[1,2-a]pyridine-3-carboxamide